[C@@H]12CN(C[C@@H](N1)C2)C2=NC(=NC1=C(C(=C(C=C21)F)C2=CC(=CC1=CC=CC=C21)O)F)OCC21CCCN1CC(C2)(F)F 4-(4-((1R,5S)-3,6-diazabicyclo[3.1.1]heptan-3-yl)-2-((2,2-difluorotetrahydro-1H-pyrrolizin-7a(5H)-yl)methoxy)-6,8-difluoroquinazolin-7-yl)naphthalen-2-ol